tert-butyl (4S)-5-amino-4-[5-[[(1R,2S)-2-(tert-butoxycarbonylamino)cyclohexyl]methyl]-4-fluoro-1-oxo-isoindolin-2-yl]-5-oxo-pentanoate NC([C@H](CCC(=O)OC(C)(C)C)N1C(C2=CC=C(C(=C2C1)F)C[C@@H]1[C@H](CCCC1)NC(=O)OC(C)(C)C)=O)=O